3,3-Dimethylpiperidin-4-ol CC1(CNCCC1O)C